N[C@](COC=1C=NC(=NC1)C1=CC(=NC=C1)NC(OC)=O)(CC(C)C)C (S)-methyl (4-(5-((2-amino-2,4-dimethylpentyl)oxy)pyrimidin-2-yl)pyridin-2-yl)carbamate